2-bromo-6-((4-chloro-2,6-difluorobenzyl)oxy)pyridine tert-butyl-(2R,3S)-2-[[tert-butyl(dimethyl)silyl]oxymethyl]-3-hydroxy-azetidine-1-carboxylate C(C)(C)(C)OC(=O)N1[C@@H]([C@H](C1)O)CO[Si](C)(C)C(C)(C)C.BrC1=NC(=CC=C1)OCC1=C(C=C(C=C1F)Cl)F